2-[1-[5-[(2,6-dioxo-3-piperidinyl)amino]-3-fluoro-2-pyridinyl]-4-piperidinyl]acetic acid O=C1NC(CCC1NC=1C=C(C(=NC1)N1CCC(CC1)CC(=O)O)F)=O